2-[(2R)-2-[(3,4-dichlorophenyl)methyl]pyrrolidin-1-yl]-4-[(2R)-2-methylmorpholin-4-yl]-1H-pyrimidin-6-one ClC=1C=C(C=CC1Cl)C[C@@H]1N(CCC1)C=1NC(C=C(N1)N1C[C@H](OCC1)C)=O